2-(4-tert-butylphenyl)pyrimidine-4,6-diol C(C)(C)(C)C1=CC=C(C=C1)C1=NC(=CC(=N1)O)O